N-(6-(2H-1,2,3-triazol-2-yl)-5-(trifluoromethyl)pyridin-3-yl)-2-chloro-4-(3-chloropyridine-4-yl)-5-fluorobenzamide N=1N(N=CC1)C1=C(C=C(C=N1)NC(C1=C(C=C(C(=C1)F)C1=C(C=NC=C1)Cl)Cl)=O)C(F)(F)F